(5-fluoro-2,4-dioxo-3,4-dihydropyrimidin-1(2H)-yl) methyl-n-hexadecyloxyformate CC(CCCCCCCCCCCCCCC)OC(=O)ON1C(NC(C(=C1)F)=O)=O